4,4'-bis[N-(9,9-dimethylfluoren-2-yl)-N-phenylamino]biphenyl tert-butyl-(2-(3-chloro-6-(hydroxymethyl)-5H-pyrrolo[3,2-c]pyridazin-5-yl)ethyl)carbamate C(C)(C)(C)N(C(O)=O)CCN1C(=CC=2N=NC(=CC21)Cl)CO.CC2(C1=CC=CC=C1C=1C=CC(=CC21)N(C2=CC=CC=C2)C2=CC=C(C=C2)C2=CC=C(C=C2)N(C2=CC=1C(C3=CC=CC=C3C1C=C2)(C)C)C2=CC=CC=C2)C